N'-(tert-butyldimethylsilyl)-4-(((7-methoxyquinolin-4-yl)amino)methyl)-N-methylbenzenesulfonimidamide [Si](C)(C)(C(C)(C)C)N=S(=O)(NC)C1=CC=C(C=C1)CNC1=CC=NC2=CC(=CC=C12)OC